2-(chloromethyl)-5-[(1E)-2-(4-nitrophenyl)vinyl]-1,3,4-oxadiazole ClCC=1OC(=NN1)\C=C\C1=CC=C(C=C1)[N+](=O)[O-]